2-Chloro-5-(N-methyl-3-(4-(methylcarbamoyl)phenyl)pyrazolo[1,5-a]pyridine-5-carboxamido)benzoic acid ClC1=C(C(=O)O)C=C(C=C1)N(C(=O)C1=CC=2N(C=C1)N=CC2C2=CC=C(C=C2)C(NC)=O)C